(±)-1-(8-Fluoro-6-(5-fluoro-2-((1-(methylsulfonyl)piperidin-4-yl)amino)pyrimidin-4-yl)-2-methylquinolin-4-yl)ethan-1-ol FC=1C=C(C=C2C(=CC(=NC12)C)[C@@H](C)O)C1=NC(=NC=C1F)NC1CCN(CC1)S(=O)(=O)C |r|